3-(trifluoromethyl)phenylsulfonamide FC(C=1C=C(C=CC1)S(=O)(=O)N)(F)F